1-[(1R,4R)-5-(5-{2',7-dimethyl-1H,2'H-[3,4'-biindazol]-1-yl}pyridin-2-yl)-2,5-diazabicyclo[2.2.2]octan-2-yl]ethan-1-one CN1N=C2C=CC=C(C2=C1)C1=NN(C2=C(C=CC=C12)C)C=1C=CC(=NC1)N1[C@H]2CN([C@@H](C1)CC2)C(C)=O